FC1=C(C=C(C=C1)N(C(=O)C=1C=CC=2N(C1)C(=CN2)C=2C=CC(=NC2)NC(OCC)=O)C)OC ethyl N-[5-[6-[(4-fluoro-3-methoxy-phenyl)-methyl-carbamoyl]imidazo[1,2-a]pyridin-3-yl]-2-pyridyl]carbamate